N-(3-carbamoyl-4-fluorophenyl)-5-chloro-2-(6-fluorochroman-4-yl)-4-(trifluoromethyl)benzamide C(N)(=O)C=1C=C(C=CC1F)NC(C1=C(C=C(C(=C1)Cl)C(F)(F)F)C1CCOC2=CC=C(C=C12)F)=O